4-Amino-6-bromo-3-(2-chloro-5-fluorophenyl)-7-hydroxy-2-(4-methoxybenzyl)isoindol-1-one NC1=C2C(N(C(C2=C(C(=C1)Br)O)=O)CC1=CC=C(C=C1)OC)C1=C(C=CC(=C1)F)Cl